CC1=NC(=CC(=N1)C=1C=C(C=CC1)C=1N=C(SC1)N)C 4-[3-(2,6-dimethylpyrimidin-4-yl)phenyl]thiazol-2-amine